4-(2-(7,8-Dimethyl-[1,2,4]triazolo[1,5-a]pyridin-6-yl)-3-isopropyl-1H-indol-5-yl)-N-ethyl-N-methylcyclohexan-1-amin CC1=C(C=2N(C=C1C=1NC3=CC=C(C=C3C1C(C)C)C1CCC(CC1)N(C)CC)N=CN2)C